(4-(4-morpholino-7H-pyrrolo[2,3-d]pyrimidin-6-yl)phenyl)picolinamide O1CCN(CC1)C=1C2=C(N=CN1)NC(=C2)C2=CC=C(C=C2)C=2C(=NC=CC2)C(=O)N